N-((1S)-1-{[((1S)-3-chloro-2-oxo-1-{[(3S)-2-oxopyrrolidin-3-yl]methyl}propyl)amino]carbonyl}pentyl)-4-methoxy-1H-indole-2-carboxamide ClCC([C@H](C[C@H]1C(NCC1)=O)NC(=O)[C@H](CCCC)NC(=O)C=1NC2=CC=CC(=C2C1)OC)=O